C1(CC1)CN(C(CC(=O)OCC)=O)CCC(=O)OCC ethyl 3-((cyclopropylmethyl) (3-ethoxy-3-oxopropyl) amino)-3-oxopropionate